N-(5-(3-(4-(1H-indol-4-yl)piperazin-1-yl)propoxy)pyridin-2-yl)acetamide N1C=CC2=C(C=CC=C12)N1CCN(CC1)CCCOC=1C=CC(=NC1)NC(C)=O